OC1(COC1)C#CC1=CC2=C(OC[C@@H](C(N2C)=O)NC(C2=NC=CC(=C2)OC=2C=NC(=CC2)C)=O)C=C1 (S)-N-(7-((3-hydroxyoxetan-3-yl)ethynyl)-5-methyl-4-oxo-2,3,4,5-tetrahydrobenzo[b][1,4]oxazepin-3-yl)-4-((6-methylpyridin-3-yl)oxy)picolinamide